6-(4-fluoro-1-((4'-fluoro-3'-methoxy-[1,1'-biphenyl]-4-yl)methyl)-1H-indole-7-carboxamido)spiro[3.3]heptane-2-carboxylic acid FC1=C2C=CN(C2=C(C=C1)C(=O)NC1CC2(CC(C2)C(=O)O)C1)CC1=CC=C(C=C1)C1=CC(=C(C=C1)F)OC